(4-chlorophenyl)-N-((3S,4S)-4-methoxy-1-methylpyrrolidin-3-yl)-2-(pyridin-3-yl)pyrimidin-4-amine ClC1=CC=C(C=C1)C=1C(=NC(=NC1)C=1C=NC=CC1)N[C@H]1CN(C[C@@H]1OC)C